1-((6-chloro-3,4-dihydroisoquinolin-2(1H)-yl)sulfonyl)-2,3-dimethyl-1H-imidazol-3-ium ClC=1C=C2CCN(CC2=CC1)S(=O)(=O)N1C(=[N+](C=C1)C)C